3-fluoro-5-((3-oxo-1-oxa-8-azaspiro[4.5]decan-8-yl)sulfonyl)benzonitrile FC=1C=C(C#N)C=C(C1)S(=O)(=O)N1CCC2(CC(CO2)=O)CC1